N,N'-(4,6-dibromo-1,3-phenylene)bis(2,2,2-trifluoroacetamide) BrC1=C(C=C(C(=C1)Br)NC(C(F)(F)F)=O)NC(C(F)(F)F)=O